OC[C@H]1O[C@H](C[C@H]([C@@H]1O)O)OCCC1=CC=C(C=C1)O (2R,3S,4R,6R)-2-(hydroxymethyl)-6-(4-hydroxyphenylethoxy)tetrahydro-2H-pyran-3,4-diol